C(C)N(C(C1=C(C=CC(=C1)F)OC=1C(=NC=NC1)N1CC2(C1)CCN(CC2)CC2(CCC(CC2)NS(=O)(=O)CC)F)=O)C(C)C N-ethyl-2-((4-(7-(((1s,4s)-4-(ethylsulfonamido)-1-fluorocyclohexyl)methyl)-2,7-diazaspiro[3.5]nonan-2-yl)pyrimidin-5-yl)oxy)-5-fluoro-N-isopropylbenzamide